BrCC1=C(C=C(C(=C1)F)I)[N+](=O)[O-] 1-(bromomethyl)-5-fluoro-4-iodo-2-nitrobenzene